nickel manganic acid [Mn](=O)(=O)(O)O.[Ni]